Undecafluoro-2-methyl-3-oxahexanoic acid C(=O)(C(C(F)(F)F)(OC(C(C(F)(F)F)(F)F)(F)F)F)O